NC\C=C/CS (Z)-4-aminobut-2-ene-1-thiol